5-(4-Fluorophenyl)-3-(1-(2-(4-nitrophenoxy)ethyl)-1H-benzo[d]imidazol-2-yl)isoxazole FC1=CC=C(C=C1)C1=CC(=NO1)C1=NC2=C(N1CCOC1=CC=C(C=C1)[N+](=O)[O-])C=CC=C2